4-tert-Butyldimethylsilanylethylpyridin-2-yl-6-chloroimidazo[1,2-b]pyridazine [Si](C)(C)(C(C)(C)C)CCC1=CC(=NC=C1)C=1N=C2N(N=C(C=C2)Cl)C1